2-(2-fluoro-3-methylphenyl)-3-(6-methoxypyridin-2-yl)propanenitrile FC1=C(C=CC=C1C)C(C#N)CC1=NC(=CC=C1)OC